((benzyloxy)methyl)azetidine C(C1=CC=CC=C1)OCN1CCC1